OC1=C(C=C(C=C1C(C)(C)C)C)C1=C(C=CC=2NN=NC21)Cl (2'-hydroxy-3'-tert-butyl-5'-methylphenyl)-5-chlorobenzotriazole